NC1=C(C=CC(=C1)NC1=NC(=CN(C1=O)C)Br)N1[C@H](CN(CC1)C(=O)OC(C)(C)C)C tert-butyl (S)-4-(2-amino-4-((6-bromo-4-methyl-3-oxo-3,4-dihydropyrazin-2-yl)amino)phenyl)-3-methylpiperazine-1-carboxylate